Tri-cyclodecanedimethanol Diacrylate C(C=C)(=O)O.C(C=C)(=O)O.C1(CCCCCCCCC1)(CO)CO.C1(CCCCCCCCC1)(CO)CO.C1(CCCCCCCCC1)(CO)CO